C([O-])([O-])=O.[Cr+3].[Cu+2] copper chromium carbonate